3-(4-(((2,4-dichlorophenethyl)(7-fluorobenzo[d]thiazol-2-yl)amino)-methyl)phenyl)propiolic acid ClC1=C(CCN(C=2SC3=C(N2)C=CC=C3F)CC3=CC=C(C=C3)C#CC(=O)O)C=CC(=C1)Cl